4,7-dioxodecanedioate O=C(CCC(=O)[O-])CCC(CCC(=O)[O-])=O